4-[(2R)-3-(3,4-dihydro-1H-isoquinolin-2-yl)-2-hydroxypropyl]-8-[(1-methyl-3-piperidinyl)oxy]-2,3-dihydro-1,4-benzoxazepin-5-one C1N(CCC2=CC=CC=C12)C[C@H](CN1CCOC2=C(C1=O)C=CC(=C2)OC2CN(CCC2)C)O